(3-cyclopropyl-5-methylisoxazol-4-yl)ethanone Iridium(III) [Ir+3].C1(CC1)C1=NOC(=C1C(C)=O)C